6-(3-(Azetidin-1-yl)phenyl)-2-(2-methoxyphenyl)phthalazin-1(2H)-one N1(CCC1)C=1C=C(C=CC1)C=1C=C2C=NN(C(C2=CC1)=O)C1=C(C=CC=C1)OC